C1(CC1)S(=O)(=O)NC1=NC=CC(=N1)C(C(=O)NC1=C(C=C(C=C1)C1=NC(=CN=C1)OCC)F)(F)F 2-(2-(cyclopropanesulfonamido)pyrimidin-4-yl)-N-(4-(6-ethoxypyrazin-2-yl)-2-fluorophenyl)-2,2-difluoroacetamide